4-(((R)-1-(3-amino-5-(trifluoromethyl)phenyl)ethyl)amino)-2,6,8-trimethyl-6H-[1,4]oxazino[3,2-g]quinazolin-7(8H)-one NC=1C=C(C=C(C1)C(F)(F)F)[C@@H](C)NC1=NC(=NC2=CC3=C(C=C12)N(C(C(O3)C)=O)C)C